BrC1=CC=C(C=C1)C1=C(C(=NN1C)NC(CC(C)(C)C)=O)C1CCC1 N-(5-(4-bromophenyl)-4-cyclobutyl-1-methyl-1H-pyrazol-3-yl)-3,3-dimethylbutyramide